N-[4-[4-[2-(azetidin-3-yl)acetyl]piperazine-1-carbonyl]-3-chloro-phenyl]-5-[4-(difluoromethoxy)-2-fluoro-phenyl]-1-methyl-imidazole-2-carboxamide formate C(=O)O.N1CC(C1)CC(=O)N1CCN(CC1)C(=O)C1=C(C=C(C=C1)NC(=O)C=1N(C(=CN1)C1=C(C=C(C=C1)OC(F)F)F)C)Cl